N1=CC=C(C=C1)C[C@H](N)C(=O)O 3-mono(4-pyridyl)-L-alanine